C1(=CC=CC=C1)CCCC(=O)[O-] 4-Phenylbutyrate